1-(5-((4-isobutyrylpiperazin-1-yl)methyl)benzo[d]isoxazol-3-yl)dihydropyrimidine-2,4(1H,3H)-dione C(C(C)C)(=O)N1CCN(CC1)CC=1C=CC2=C(C(=NO2)N2C(NC(CC2)=O)=O)C1